3-((6-(2-Aminopyridin-4-yl)-1-oxoisoquinolin-2(1H)-yl)methyl)-N-(isoxazol-3-yl)benzamide NC1=NC=CC(=C1)C=1C=C2C=CN(C(C2=CC1)=O)CC=1C=C(C(=O)NC2=NOC=C2)C=CC1